Tert-butyl 3-tetrahydropyran-3-ylisoxazolidine-2-carboxylate Tert-butyl-N-hydroxy-N-[3-hydroxy-1-tetrahydropyran-3-yl-propyl]carbamate C(C)(C)(C)OC(N(C(CCO)C1COCCC1)O)=O.O1CC(CCC1)C1N(OCC1)C(=O)OC(C)(C)C